ClC1=CC(=NC(=C1O)Cl)C(=O)NC1=C2C(N(C(=NC2=C(C=C1)F)C)[C@@H]1[C@H](CC1)C1=CC=CC=C1)=O 4,6-dichloro-N-(8-fluoro-2-methyl-4-oxo-3-((1S,2R)-2-phenylcyclobutyl)-3,4-dihydroquinazolin-5-yl)-5-hydroxypicolinamide